6-(1-(2-cyclohexylethyl)-1H-indol-5-yl)picolinamide C1(CCCCC1)CCN1C=CC2=CC(=CC=C12)C1=CC=CC(=N1)C(=O)N